N-[(5-chloro-2-fluorophenyl)methyl]-6-methyl-4-[(1-methylcyclopropyl)amino]furo[2,3-d]pyrimidine-5-carboxamide ClC=1C=CC(=C(C1)CNC(=O)C1=C(OC=2N=CN=C(C21)NC2(CC2)C)C)F